8-chloro-N-(1-cyanocyclopropyl)-3-[5-(difluoromethyl)-1,3,4-thiadiazol-2-yl]-1-iodo-indolizine-6-sulfonamide ClC1=CC(=CN2C(=CC(=C12)I)C=1SC(=NN1)C(F)F)S(=O)(=O)NC1(CC1)C#N